N-(4-methyl-3-(pyridin-2-yl)phenyl)-4,5-dihydro-1H-1,4-methanobenzo[d]azepine-3(2H)-carboxamide CC1=C(C=C(C=C1)NC(=O)N1CC2C3=C(CC1C2)C=CC=C3)C3=NC=CC=C3